C[C@@H]1[C@H](C(C2(C1)CCNCC2)N)C(F)(F)F (2r,3s)-3-methyl-2-(trifluoromethyl)-8-azaspiro[4.5]decan-1-amine